C(C)(C)(C)OC(=O)N1CC2=CC(=CC=C2CC1)C=1N=NN(C1)CC1=NC=C(C=C1F)C=1OC(=NN1)C(F)F 7-(1-((5-(5-(difluoromethyl)-1,3,4-oxadiazol-2-yl)-3-fluoropyridin-2-yl)methyl)-1H-1,2,3-triazol-4-yl)-3,4-dihydroisoquinoline-2(1H)-carboxylic acid tert-butyl ester